C(C)(C)(C)OC(=O)N1CCC(CC1)OC1CCN(CC1)CCC1=C(C=C(C=C1OC)Br)OC.FC1=C(N)C=C(C=C1)OC 2-fluoro-5-methoxyaniline tert-butyl-4-((1-(4-bromo-2,6-dimethoxyphenethyl)piperidin-4-yl)oxy)piperidine-1-carboxylate